CC1=C(C=C(C(=C1)C1(SCCS1)C1=CC=CC=C1)C)N=CN(C)CC N'-(2,5-dimethyl-4-(2-phenyl-1,3-dithiolan-2-yl)phenyl)-N-ethyl-N-methyl-formimidamide